C1(CC1)C1=C(C=C(C=N1)C1=NC(=C(C(=C1)N(CC1(CCCC1)COC)CC)N)N)C(F)(F)F 6'-Cyclopropyl-N4-ethyl-N4-{[1-(methoxymethyl)cyclopentyl]methyl}-5'-(trifluoromethyl)[2,3'-bipyridin]-4,5,6-triamine